exo-tricyclo[5.2.1.02,6]Decane C12C3CCCC3C(CC1)C2